(R)-(1-tert-butyl cyclopropylethyl)(methyl)carbamate C(C)(C)(C)C1(CC1)CCOC(NC)=O